FC1(CN(CC[C@H]1OCCO)C1=NC=CC(=N1)NC=1N=CC2=C(C=CC(=C2C1)C(C)C)N1[C@@H]([C@H](C1)CS(=O)(=O)C)C)F 2-{[(4R)-3,3-difluoro-1-[4-({8-[(2R,3S)-3-(methanesulfonylmeth-yl)-2-methylazetidin-1-yl]-5-(propan-2-yl)isoquinolin-3-yl}amino)pyrimidin-2-yl]piperidin-4-yl]oxy}ethan-1-ol